NC1=C(C(=NC(=C1F)Cl)Cl)C(=O)Cl 4-amino-2,6-dichloro-5-fluoropyridine-3-carbonyl chloride